ClC1=CNC2=C(C=CC=C12)NS(=O)(=O)C=1C=C(C(=O)NCC2=CC=C(C(=O)N[C@H](C(=O)N3[C@@H](C[C@H](C3)O)C(=O)NCC3=CC=C(C=C3)C3=C(N=CS3)C)C(C)(C)C)C=C2)C=CC1 (2S,4R)-1-((S)-2-(4-((3-(N-(3-chloro-1H-indol-7-yl)sulfamoyl)benzamido)methyl)benzamido)-3,3-dimethylbutanoyl)-4-hydroxy-N-(4-(4-methylthiazol-5-yl)benzyl)pyrrolidine-2-carboxamide